ClC1=CC2=C(S1)[C@@]1(C[C@@H](N(CC1)C[C@H](C(=O)N)O)C)OCC2 (2R)-3-[(2'S,7R)-2-chloro-2'-methyl-spiro[4,5-dihydrothieno[2,3-c]pyran-7,4'-piperidin]-1'-yl]-2-hydroxy-propionamide